FC=1C=C2CN(CC2=CC1)C(=O)NC1=CC=C(C=C1)C=1CCN(CC1)S(NC(CC)=O)(=O)=O 5-FLUORO-N-(4-(1-(N-PROPIONYLSULFAMOYL)-1,2,3,6-TETRAHYDROPYRIDIN-4-YL)PHENYL)ISOINDOLINE-2-CARBOXAMIDE